1-propanaminium trifluoroacetate FC(C(=O)[O-])(F)F.C(CC)[NH3+]